4-[({4-cyano-3-[1-(2,2-dimethylpropanoyl)-2-oxo-3-(trifluoromethyl)piperidin-4-yl]-1-(4-methylfuran-3-carbonyl)-1H-pyrazol-5-yl}amino)methyl]benzene-1-carboximidamide C(#N)C=1C(=NN(C1NCC1=CC=C(C=C1)C(N)=N)C(=O)C1=COC=C1C)C1C(C(N(CC1)C(C(C)(C)C)=O)=O)C(F)(F)F